tert-butyl 4-(6-tetrahydropyran-4-yl-1H-pyrrolo[3,2-f]indazol-7-yl)benzoate O1CCC(CC1)C1=CC=2C=C3C=NNC3=CC2N1C1=CC=C(C(=O)OC(C)(C)C)C=C1